C(C)OC(=O)C=1N=CN(C1N)C1=C(C=C(C=C1)Br)Cl 5-amino-1-(4-bromo-2-chlorophenyl)-1H-imidazole-4-carboxylic acid ethyl ester